N1(N=CC=C1)CC1=C(C=C(C(=O)NS(=O)(=O)C2=C(C=CC=C2N2N=CC=C2)OC)C=C1)OC 4-((1H-pyrazol-1-yl)methyl)-3-methoxy-N-((2-methoxy-6-(1H-pyrazol-1-yl)phenyl)sulfonyl)benzamide